C(#N)C1=C(COC=2C=C3C(=CC(=NC3=CC2)C(=O)N2CCC(CC2)(C#N)C2=CC=CC=C2)C(=O)N2CCCCC2)C=CC(=C1)F 1-(6-((2-cyano-4-fluoro-benzyl)oxy)-4-(piperidine-1-carbonyl)quinoline-2-carbonyl)-4-phenylpiperidine-4-carbonitrile